(2R,3R)-5-(tert-butyldimethylsilyloxy)-1-(2-chlorophenyl)pentane-2,3-diol [Si](C)(C)(C(C)(C)C)OCC[C@H]([C@@H](CC1=C(C=CC=C1)Cl)O)O